C(C)(C)(C)OC(=O)N1[C@H](C[C@H](CC1)N=[N+]=[N-])C(=O)OCC1=CC=CC=C1 (2r,4s)-4-azidopiperidine-1,2-dicarboxylic acid 2-benzyl 1-(tert-butyl) ester